2-chloro-N,N-dimethyl-4-((R or S)-2-methyl-4-(1-((R or S)-3,3,3-trifluoro-2-hydroxy-2-phenylpropanoyl)piperidin-4-yl)butoxy)benzamide ClC1=C(C(=O)N(C)C)C=CC(=C1)OC[C@@H](CCC1CCN(CC1)C([C@@](C(F)(F)F)(C1=CC=CC=C1)O)=O)C |o1:14,24|